CN1N=NN=C1\C(\C1=CC=CC=C1)=N/OCC1=CC=CC(=N1)NC(OC(C)(C)C)=O tert-butyl ((6-{[(Z)-(1-methyl-1H-5-tetrazolyl) (phenyl) methylene] aminooxymethyl}-2-pyridyl) carbamate)